[3-(2-acetamido-2-deoxy-α-D-galactopyranosyl)oxypropylthio]propanoate C(C)(=O)N[C@H]1[C@H](O[C@@H]([C@@H]([C@@H]1O)O)CO)OCCCSC(C(=O)[O-])C